(3-chloropyridin-4-yl)benzaldehyde ClC=1C=NC=CC1C1=C(C=O)C=CC=C1